6-(1-(1H-benzo[d]imidazol-2-yl)ethyl)-1,2,3,4-tetrahydroquinoline HCl salt Cl.N1C(=NC2=C1C=CC=C2)C(C)C=2C=C1CCCNC1=CC2